6-[(2R,4S)-4-{[4-(3-methanesulfonylpropanesulfonyl)phenoxy]methyl}-2-methylpyrrolidin-1-yl]-5,6,7,8-tetrahydronaphthalene-1-carbonitrile CS(=O)(=O)CCCS(=O)(=O)C1=CC=C(OC[C@H]2C[C@H](N(C2)C2CC=3C=CC=C(C3CC2)C#N)C)C=C1